1,1-dichloro-1,2,2,3-tetrafluoropropane ClC(C(CF)(F)F)(F)Cl